CC1=C(OC2=C1C=C(C=C2)S(N(CCC2=CC=CC=C2)CC2=CC=C(C=C2)C(=O)O)(=O)=O)C(=O)O 3-methyl-5-(N-(4-carboxybenzyl)-N-phenethylsulfamoyl)benzofuran-2-carboxylic acid